(E)-2-(3,4-dimethoxybut-1-en-1-yl)-7-morpholino-5-(3-(m-tolyl)-1H-pyrazol-1-yl)furo[3,2-b]pyridine COC(/C=C/C1=CC2=NC(=CC(=C2O1)N1CCOCC1)N1N=C(C=C1)C=1C=C(C=CC1)C)COC